Naphthalene malonate C(CC(=O)O)(=O)O.C1=CC=CC2=CC=CC=C12